C(C)(C)OC/C=C/C(=O)O (E)-4-isopropoxybut-2-enoic acid